2-benzyl-6-cyclohexyl-4-(trifluoromethyl)pyridazin-3(2H)-one C(C1=CC=CC=C1)N1N=C(C=C(C1=O)C(F)(F)F)C1CCCCC1